C(C)N1C=CC(C2=CC(=C(C=C12)N1CCNCC1)F)=O 1-ethyl-6-fluoro-4-oxo-7-(piperazin-1-yl)-1,4-dihydroquinoline